FC(OC1=CC=C(C=C1)N1C(C(=CC2=CC=C(N=C12)OCC)C1=CC2=CN(N=C2C=C1)C)=O)F 1-(4-(difluoromethoxy)phenyl)-7-ethoxy-3-(2-methyl-2H-indazol-5-yl)-1,8-naphthyridin-2(1H)-one